C(C(C)C)OC(C)(C)N=NC(C)(C)OCC(C)C diisobutyloxy-2,2'-azopropane